5-[[(1R)-8-methyl-8-azabicyclo[3.2.1]octan-3-yl]amino]thieno[2,3-c]pyridine-2-carbonitrile CN1[C@H]2CC(CC1CC2)NC=2C=C1C(=CN2)SC(=C1)C#N